O=C1CC=2C(C3=CC=CC=C3SC2C=C1)=O 2-keto-9H-thioxanthen-9-one